1-methyl-3-nitro-4-(4,4,5,5-tetramethyl-1,3,2-dioxaborolan-2-yl)-1H-pyrazole CN1N=C(C(=C1)B1OC(C(O1)(C)C)(C)C)[N+](=O)[O-]